5-(2-Fluoro-2'-hydroxybiphenyl-4-yl)-3,6-dihydro-2H-1,3,4-oxadiazin-2-one FC1=C(C=CC(=C1)C1=NNC(OC1)=O)C1=C(C=CC=C1)O